C1(CCCC1)COC1=C(C(=CC=C1)F)CN (2-(cyclopentylmethoxy)-6-fluorophenyl)methylamine